phenylazothioformic acid C1(=CC=CC=C1)N=NC(=S)O